N-{[5-chloro-6-(5-methoxy-2-pyrazinyl)-2-indolyl]methyl}-(R)-3-hydroxy-1-pyrrolidinecarboxamide ClC=1C=C2C=C(NC2=CC1C1=NC=C(N=C1)OC)CNC(=O)N1C[C@@H](CC1)O